ClC=1C(=C(C=CC1OC1CC1)NC=1C2=C(N=CN1)C=CC(=N2)O[C@@H]2CN(CC2)C(C=C)=O)F (S)-1-(3-((4-((3-chloro-4-cyclopropoxy-2-fluorophenyl)amino)pyrido[3,2-d]pyrimidin-6-yl)oxy)pyrrolidin-1-yl)prop-2-en-1-one